N-methyl-N'-tetrahydrofuranyl propylenediamine oxalate C(C(=O)O)(=O)O.CNCC(C)NC1OCCC1